24-fluoro-16-methoxy-8-oxa-11,19-diazapentacyclo[17.5.2.113,17.02,7.022,26]heptacosa-1(24),2,4,6,13,15,17(27),22,25-nonaene-12,18-dione FC=1C=C2CCN3C(C=4C(=CC=C(C(NCCOC5=CC=CC=C5C1C=C23)=O)C4)OC)=O